5-(2-iodoacetoxy)tetrahydro-2H-pyran-3,4-diacetic acid ICC(=O)OC1C(C(COC1)CC(=O)O)CC(=O)O